C1(CC1)CN(C(=O)C1=CC=2N=C(N=C(C2O1)N1CCOCC1)N1N=CC(=C1)C1=CC=CC=C1)C N-(cyclopropylmethyl)-N-methyl-4-morpholino-2-(4-phenyl-1H-pyrazol-1-yl)furo[3,2-d]pyrimidine-6-carboxamide